C1(=CC=CC=C1)C(CC=1N(C(C(=C(N1)C(=O)[O-])OC)=O)C)C1=CC=CC=C1.[Na+] Sodium 2-(2,2-diphenylethyl)-5-methoxy-1-methyl-6-oxo-1,6-dihydropyrimidine-4-carboxylate